Methyl (S)-4-(5-(3-methylpiperidine-1-carbonyl)-1H-pyrrolo[2,3-b]pyridin-1-yl)benzoate C[C@@H]1CN(CCC1)C(=O)C=1C=C2C(=NC1)N(C=C2)C2=CC=C(C(=O)OC)C=C2